tert-Butyl 3-[7-(8-ethyl-3-hydroxy-1-naphthyl)-8-fluoro-2-(2-oxoethoxy) pyrido[4,3-d]pyrimidin-4-yl]-3,8-diazabicyclo[3.2.1]octane-8-carboxylate C(C)C=1C=CC=C2C=C(C=C(C12)C1=C(C=2N=C(N=C(C2C=N1)N1CC2CCC(C1)N2C(=O)OC(C)(C)C)OCC=O)F)O